FC(C(=O)N(C1=CC2=C(N=C(O2)C)C=C1)C)(F)F 2,2,2-trifluoro-N-methyl-N-(2-methylbenzo[d]oxazol-6-yl)acetamide